ClC1=CC(=C2C(=N1)C(=NN2COCC[Si](C)(C)C)N(S(=O)(=O)C)S(=O)(=O)C)C(CO)O N-(5-chloro-7-(1,2-dihydroxyethyl)-1-((2-(trimethylsilyl)ethoxy)methyl)-1H-pyrazolo[4,3-b]pyridin-3-yl)-N-(methylsulfonyl)methanesulfonamide